2-ethyl-N-(3-(4'-fluoro-[1,1'-biphenyl]-4-yl)propyl)-6-methylthieno[2,3-d]pyrimidin-4-amine C(C)C=1N=C(C2=C(N1)SC(=C2)C)NCCCC2=CC=C(C=C2)C2=CC=C(C=C2)F